p-aminoacetylaniline NCC(=O)C1=CC=C(N)C=C1